[OH-].[Ca+2].[O-2].[Ca+2] calcium oxide calcium hydroxide